5-chloro-2-aminobenzoic acid ClC=1C=CC(=C(C(=O)O)C1)N